C(CCCCCCC)OC(CCC(=O)OCC(COC(=O)C1CN(CCO1)C)COC(CCCCCCC\C=C/C\C=C/CCCCC)=O)OCCCCCCCC.C(C)N1C(C=CC2=CC=CC=C12)=O N-ethyl-quinolinone 3-((4,4-bis(octyloxy)butanoyl)oxy)-2-(((9Z,12Z)-octadeca-9,12-dienoyloxy)methyl)propyl-4-methylmorpholine-2-carboxylate